5-((1-((4'-chloro-[1,1'-biphenyl]-2-yl)methyl)piperidin-4-yl)methyl)-1-oxoisoindole ClC1=CC=C(C=C1)C1=C(C=CC=C1)CN1CCC(CC1)CC=1C=C2C=NC(C2=CC1)=O